BrC=1C=CC(=C(C1)[C@@H](CC)N[S@@](=O)C(C)(C)C)F (S)-N-[(1R)-1-(5-bromo-2-fluorophenyl)propyl]-2-methylpropane-2-sulfinamide